NC(C(OC=1C=C(C=CC1)C1=CC=2C(=NC=CC2S1)N(C(C1=C(C=C(C=C1)N1N=NC=2C1=NC=CC2)F)=O)[C@H]2CNCCC2)(C)C)=O N-[2-[3-(2-amino-1,1-dimethyl-2-oxo-ethoxy)phenyl]thieno[3,2-c]pyridin-4-yl]-2-fluoro-N-[(3R)-3-piperidyl]-4-(triazolo[4,5-b]pyridin-3-yl)benzamide